CN1C(N(CC1)C1CN(CCC1)C=1N=NC(=CN1)C(=O)N)=O 3-(3-(3-methyl-2-oxoimidazolidin-1-yl)Piperidin-1-yl)-1,2,4-triazine-6-carboxamide